C1=CC=C2C=C3C(=CC2=C1)C=CC4=C3C=C5C(=C4)C=CC=C5O pentaphenol